1-(((S)-7-((R)-3-cyclobutyl-2-methylpropanoyl)-10-hydroxy-7-azaspiro[4.5]decan-10-yl)methyl)-4-phenyl-5-(piperazine-1-carbonyl)pyridin-2(1H)-one C1(CCC1)C[C@H](C(=O)N1CC2(CCCC2)[C@](CC1)(O)CN1C(C=C(C(=C1)C(=O)N1CCNCC1)C1=CC=CC=C1)=O)C